OC1=C(C(N(C=C1C)C)=O)NC(N[C@@H](CC(=O)OCC)C1=CC(=CC=C1)OC1=CC=CC=C1)=O ethyl (S)-3-(3-(4-hydroxy-1,5-dimethyl-2-oxo-1,2-dihydropyridin-3-yl)ureido)-3-(3-phenoxy phenyl)propanoate